4-[4-(1,3-benzodioxan-5-yl)-5-(2-pyridinyl)-1H-imidazol-2-yl]-benzamide hydrate O.O1COCC2=C1C=CC=C2C=2N=C(NC2C2=NC=CC=C2)C2=CC=C(C(=O)N)C=C2